C(O)([O-])=O.C(CC)[N+](C)(CCC)CCC tri-n-propylmonomethylammonium hydrogen carbonate